O1C(=CC=C1)C1=NN2C(N=C(N=C2N)NCCC2=NC=NC=C2)=N1 2-(Furan-2-yl)-N5-(2-(pyrimidin-4-yl)ethyl)-[1,2,4]triazolo[1,5-a][1,3,5]triazine-5,7-diamine